m-Chloroacetophenon ClC=1C=C(C=CC1)C(C)=O